C1(=CC=CC=C1)C1=NC(=NC(=N1)N)N 2-phenyl-4,6-diamino-1,3,5-triazine